2-[[1-(trifluoromethyl)cyclobutanecarbonyl]amino]benzamide FC(C1(CCC1)C(=O)NC1=C(C(=O)N)C=CC=C1)(F)F